FC1=CC(=C(C(=C1)C(C)C)CC(=O)O)C1=CC(=NC=C1)F 2-(4-fluoro-2-(2-fluoropyridin-4-yl)-6-isopropyl-phenyl)acetic acid